4-(1-{4-bromo-2-[4-(but-3-ene-1-yl)piperidin-1-yl]phenyl}-1H-1,2,3-triazol-4-yl)-2-(3-vinyl-4,4-difluoropiperidin-1-yl)-6-methylpyrimidine BrC1=CC(=C(C=C1)N1N=NC(=C1)C1=NC(=NC(=C1)C)N1CC(C(CC1)(F)F)C=C)N1CCC(CC1)CCC=C